2-(((tert-butyldimethylsilyl)oxy)methyl-d2)-3-fluoropyridine [Si](C)(C)(C(C)(C)C)OC(C1=NC=CC=C1F)([2H])[2H]